C(C)(C)(C)OC(=O)N1CCC(CC1)C1=CC=C(N=N1)C(=O)OC methyl 6-(1-(tert-butoxycarbonyl)piperidin-4-yl)pyridazine-3-carboxylate